ClC1=C(N)C(=CC(=C1)C(F)(F)F)F 2-chloro-6-fluoro-4-(trifluoromethyl)aniline